5-(2-chloropyridin-4-yloxy)-4-(6-methylpyridin-2-yl)-2-(prop-1-en-2-yl)thioazole ClC1=NC=CC(=C1)OC1=C(C=C(N1)SC(=C)C)C1=NC(=CC=C1)C